4-acetyl-3-(2-bromo-6-chloropyridin-4-yl)-1-(4-methoxybenzyl)piperazin C(C)(=O)N1C(CN(CC1)CC1=CC=C(C=C1)OC)C1=CC(=NC(=C1)Cl)Br